Rac-(2R)-2-amino-2-(4-hydroxyphenyl)acetic acid N[C@@H](C(=O)O)C1=CC=C(C=C1)O |r|